3-(3-((S)-2-hydroxy-3-(3-(N-methylsulfamoyl)phenoxy)propylamino)-1-oxa-8-azaspiro[4.5]decan-8-ylsulfonyl)benzoic acid O[C@@H](CNC1COC2(C1)CCN(CC2)S(=O)(=O)C=2C=C(C(=O)O)C=CC2)COC2=CC(=CC=C2)S(NC)(=O)=O